6-amino-3-(2-methoxyethyl)-2-(pyridin-4-yl)quinazolin-4(3H)-one NC=1C=C2C(N(C(=NC2=CC1)C1=CC=NC=C1)CCOC)=O